C(CCCCCCCC=CCCCCCCCC)(=O)OCC 9-octadecenoic acid, ethyl ester